(3,5-di-tert-butylphenyl)magnesium bromide format C(=O)O.C(C)(C)(C)C=1C=C(C=C(C1)C(C)(C)C)[Mg]Br